CC/C=C\\C/C=C\\[C@@H](/C=C\\CCCCCCCC(=O)[O-])OO The molecule is the monocarboxylic acid anion obtained by removal of a proton from the carboxylic acid group of (9Z,11R,12Z,15Z)-11-hydroperoxyoctadecatrienoic acid. Major microspecies at pH 7.3. It derives from an alpha-linolenate. It is a conjugate base of a (9Z,11R,12Z,15Z)-11-hydroperoxyoctadecatrienoic acid. It is an enantiomer of a (9Z,11S,12Z,15Z)-11-hydroperoxyoctadecatrienoate.